ClC1=C(C=C(C=C1)N1C(CCCC12CCN(CC2)C2=NN=NN2)=O)F 1-(4-chloro-3-fluorophenyl)-9-(1H-tetrazol-5-yl)-1,9-diazaspiro[5.5]undecan-2-one